6-(2,6-Dichloro-4-nitrophenoxy)-4,4-dimethyl-2,3,4,9-tetrahydro-1H-pyrido[3,4-b]indole ClC1=C(OC=2C=C3C4=C(NC3=CC2)CNCC4(C)C)C(=CC(=C1)[N+](=O)[O-])Cl